cerium oxide indium [In+3].[O-2].[Ce+3].[O-2].[O-2]